6-[4-amino-5-(difluoromethyl)pyrimidin-2-yl]-7-fluoro-2-[(4S)-4-[[6-oxo-5-(trifluoromethyl)-1H-pyridazin-4-yl]amino]pentyl]isoquinolin-1-one NC1=NC(=NC=C1C(F)F)C=1C=C2C=CN(C(C2=CC1F)=O)CCC[C@H](C)NC=1C=NNC(C1C(F)(F)F)=O